C[C@@H]1CCCC2=CC[C@H](C[C@]12C)C(=C)C The molecule is a sesquiterpene that is 1,2,3,4,4a,5,6,7-octahydronaphthalene substituted by methyl groups at positions 4 and 4a and a prop-1-en-2-yl group at position 6 (the 4R,4aR,6R-stereoisomer). It has a role as a plant metabolite. It is a sesquiterpene, a carbobicyclic compound and a member of octahydronaphthalenes.